C(#N)C=1C=NC(=NC1)N1CCC(CC1)N1C2=C(N(C(C1=O)=O)C)C=C(C=N2)C(=O)OC Methyl 4-(1-(5-cyanopyrimidin-2-yl)piperidin-4-yl)-1-methyl-2,3-dioxo-1,2,3,4-Tetrahydropyrido[2,3-b]pyrazine-7-carboxylate